1-(2-(5,5,8-tris(methyl-d3)-5,6,7,8-tetrahydronaphthalen-2-yl-1,3,4,6,6,7,7,8-d8)tetraphenylen-1-yl)benzene-1,2-diamine C(C1(C=2C(=C(C(=C(C2C(C(C1([2H])[2H])([2H])[2H])([2H])C([2H])([2H])[2H])[2H])C1=C(C=2C3=CC=CC=C3C3=CC=CC=C3C3=CC=CC=C3C2C=C1)C1(C(C=CC=C1)N)N)[2H])[2H])C([2H])([2H])[2H])([2H])([2H])[2H]